C(C)(=O)N[C@@H](CSC=1N(C=2N=C(NC(C2N1)=O)N)CC1=CC=C(C=C1)F)C(=O)O N-Acetyl-S-(2-amino-9-(4-fluorobenzyl)-6-oxo-6,9-dihydro-1H-purin-8-yl)-L-cysteine